C(C)(C)(C)CC(C)(C)OC(=O)N(C(O)=O)C=1C2=C(N=CN1)N(C=C2C2=CC=C(C=1N2C=CN1)N)C1CC1.BrC1=C(C=C(C=C1)NC(C)=O)OC N-(4-bromo-3-methoxyphenyl)acetamide Tert-butyl-(5-(8-aminoimidazo[1,2-a]pyridin-5-yl)-7-cyclopropyl-7H-pyrrolo[2,3-d]pyrimidin-4-yl)(tert-butoxycarbonyl)carbamate